3-(2-(azidomethyl)phenyl)-2-((tert-butoxycarbonyl)amino)propionic acid N(=[N+]=[N-])CC1=C(C=CC=C1)CC(C(=O)O)NC(=O)OC(C)(C)C